2-chloro-9-acetoxyl-9,10-dihydrophenanthrene ClC1=CC=2CC(C3=CC=CC=C3C2C=C1)OC(=O)C